ClC1=CN=C2N1N=C(C=C2N2CC(C2)(C(F)(F)F)F)C=2C(NC(NC2)=O)=O 5-(3-chloro-8-(3-fluoro-3-(trifluoromethyl)azetidin-1-yl)imidazo[1,2-b]pyridazin-6-yl)pyrimidine-2,4(1H,3H)-dione